(S)-1-(6-(4-fluoro-1H-pyrazol-1-yl)pyridin-3-yl)propan-1-amine FC=1C=NN(C1)C1=CC=C(C=N1)[C@H](CC)N